Cl.Cl.N1(CCOCC1)C1=C(N)C=CC=C1 2-(morpholin-4-yl)aniline dihydrochloride